rel-(R)-(5-(2-Methylpyridin-4-yl)isochroman-1-yl)methanamine hydrochloride salt Cl.CC1=NC=CC(=C1)C1=C2CCO[C@H](C2=CC=C1)CN |o1:13|